N-((1H-indol-2-yl)methyl)-1-(5-(5-chloro-2-methoxypyridin-4-yl)-1H-pyrazole-3-carbonyl)piperidine-4-carboxamide N1C(=CC2=CC=CC=C12)CNC(=O)C1CCN(CC1)C(=O)C1=NNC(=C1)C1=CC(=NC=C1Cl)OC